S(C1=C(C(OC1OCC1=CC=CC=C1)=O)Cl)C1=C(C(OC1OCC1=CC=CC=C1)=O)Cl 4,4'-thiobis[5-benzyloxy-3-chloro-2(5H)furanone]